COC(C(C1=CC=CC=C1)OCC1=CC=CC=C1)=O 2-(benzyloxy)-2-phenylacetic acid methyl ester